tert-butyl (3-((3-((((1S,2S)-2-aminocyclopentyl)oxy)methyl)phenyl)amino)-3-oxopropyl)carbamate N[C@@H]1[C@H](CCC1)OCC=1C=C(C=CC1)NC(CCNC(OC(C)(C)C)=O)=O